N1N=NN=C1C1=C(C(=O)O)C=C(C(=C1)C(=O)O)C1=NN=NN1 2,5-di(tetrazolyl)terephthalic acid